1-(4-(2-ethylhexyl)phenyl)ethan-1-one C(C)C(CC1=CC=C(C=C1)C(C)=O)CCCC